diphenyl bromophosphate P(=O)(OC1=CC=CC=C1)(OC1=CC=CC=C1)Br